C(CCCCCCCCCCC)OS(=O)(=O)[O-].[Na+] sodium dodecyl-sulfate salt